C1(=CC=CC=C1)C1(C2=CC=CC=C2C=2C=CC=C(C12)OB(O)O)C1=CC=CC=C1 (9,9-diphenyl-9H-fluoren-1-yl)boric acid